benzyl (6-((4-(4-cyano-6-methylpyrimidin-2-yl)piperazin-1-yl)sulfonyl)pyridazin-3-yl)carbamate C(#N)C1=NC(=NC(=C1)C)N1CCN(CC1)S(=O)(=O)C1=CC=C(N=N1)NC(OCC1=CC=CC=C1)=O